C(C=C)C1[C@@H](C[C@H](N1C(=O)OC(C)(C)C)C(=O)OC)O[Si](C)(C)C(C)(C)C 1-(tert-butyl) 2-methyl (2S,4R)-5-allyl-4-((tert-butyldimethylsilyl)oxy)pyrrolidine-1,2-dicarboxylate